3-(3-methoxypropoxy)-1-[(1r,4r)-4-[(2R,6S)-2,6-dimethylmorpholin-4-yl]cyclohexyl]-1H-pyrazol-4-amine dihydrochloride Cl.Cl.COCCCOC1=NN(C=C1N)C1CCC(CC1)N1C[C@H](O[C@H](C1)C)C